C(C1=CC=CC=C1)N(C(NC[C@@H](C(=O)OCC1=CC=CC=C1)NC(=O)OC(C)(C)C)=O)C (S)-benzyl 3-(3-benzyl-3-methylureido)-2-(tert-butoxycarbonylamino)propanoate